C(C)OC(=O)C=1C(=C2C(=NC1)N(N=C2)C2=C(C(=CC(=C2)F)F)F)C(C)C 4-isopropyl-1-(2,3,5-trifluorophenyl)pyrazolo[3,4-b]Pyridine-5-carboxylic acid ethyl ester